2,4-dimethyloctane-1,8-diamine CC(CN)CC(CCCCN)C